5-chloro-2-({1-oxo-2-oxa-8-azaspiro[4.5]decan-8-yl}methyl)-7,8-dihydro-6H-spiro[[1,3]oxazolo[5,4-f]quinazoline-9,1'-cyclohexan]-7-one ClC=1C=C2C(=C3C1NC(NC31CCCCC1)=O)OC(=N2)CN2CCC1(CCOC1=O)CC2